ethyl (R)-1-bromo-6-(tert-butyl)-10-oxo-5,6-dihydro-10H-imidazo[1,5-a]pyrido[2,1-c]pyrazine-9-carboxylate BrC=1N=CN2C1C=1N([C@@H](C2)C(C)(C)C)C=C(C(C1)=O)C(=O)OCC